CC1=C(CC=2C(NC3=CC=CC=C3C2)=O)C=CC=C1 2-methylbenzyl-quinolinone